4-hydroxy-2-(methoxymethyl)-6-methyl-5-(3-methylpyridin-2-yl)pyridine-3-carboxamide OC1=C(C(=NC(=C1C1=NC=CC=C1C)C)COC)C(=O)N